5-((2-(2,6-Dioxopiperidin-3-yl)-1-oxoisoindolin-5-yl)oxy)valeraldehyde O=C1NC(CCC1N1C(C2=CC=C(C=C2C1)OCCCCC=O)=O)=O